C(\C=C(/C)\CCC=C(C)C)OP([O-])(=O)OP(=O)([O-])[O-] geranyl-pyrophosphate